C[C@H]1C(OC(C(O1)=O)C)=O L-3,6-dimethyl-1,4-dioxane-2,5-dione